((4-bromo-5-chloro-6-fluoro-3-methylene-2-(pyridin-2-yl)-2,3-dihydrobenzofuran-2-yl)methyl)isoindoline-1,3-dione BrC1=C(C(=CC2=C1C(C(O2)(C2=NC=CC=C2)CN2C(C1=CC=CC=C1C2=O)=O)=C)F)Cl